octyl-1-vinyl-imidazole tetrafluoroborate F[B-](F)(F)F.C(CCCCCCC)C=1N(C=CN1)C=C